C1=CC=CC=2C=CC=3C(=C4C=CC=CC4=NC3C21)CCCCCCCCCCCCCCCC2=C1C=CC=CC1=NC=1C3=C(C=CC21)C=CC=C3 1,15-bis(7-benzo[c]acridinyl)pentadecane